O-(piperidin-4-yl) 4-(((3R,4R)-1-(2-cyanoacetyl)-4-methylpiperidin-3-yl) (methyl)amino)-7H-pyrrolo[2,3-d]pyrimidine-7-carbothioate hydrochloride Cl.C(#N)CC(=O)N1C[C@@H]([C@@H](CC1)C)N(C=1C2=C(N=CN1)N(C=C2)C(OC2CCNCC2)=S)C